O=C1NCCC1 (S)-2-oxopyrrolidin